FC1=C(C=C(C=C1)N1C(=C(C2=CC(=CC=C12)OCOC)C=C)C1CCOCC1)C 1-(4-fluoro-3-methyl-phenyl)-5-(methoxymethyloxy)-2-tetrahydropyran-4-yl-3-vinyl-indole